(Z)-9-tetradecenoic acid C(CCCCCCC\C=C/CCCC)(=O)O